ClC=1C=CC(=C(OC2(CCCC2)C(=O)NS(=O)(=O)C2=NC(=CC=C2)N2C[C@H](CC2)O)C1)C1CC2(C1)CCC2 (S)-1-(5-Chloro-2-(spiro[3.3]heptan-2-yl)phenoxy)-N-((6-(3-hydroxypyrrolidin-1-yl)pyridin-2-yl)sulfonyl)cyclopentane-1-carboxamide